ClC=1C=C(C(=NC1)OC=1C=CC2=C(N(C(=N2)C(=O)NC2(CCS(CC2)(=O)=O)C)C)C1)OCC(F)F 6-((5-chloro-3-(2,2-difluoroethoxy)pyridin-2-yl)oxy)-1-methyl-N-(4-methyl-1,1-dioxidotetrahydro-2H-thiopyran-4-yl)-1H-benzo[d]imidazole-2-carboxamide